[Si](C)(C)(C(C)(C)C)OC[C@@H]1[C@H]([C@H]([C@@H](O1)N1C(NC(C=C1)=O)=O)F)O 1-((2R,3R,4R,5R)-5-(((tert-butyldimethylsilyl)oxy)methyl)-3-fluoro-4-hydroxytetrahydrofuran-2-yl)pyrimidine-2,4(1H,3H)-dione